P(=O)(O)(O)O.O=C[C@@H](O)[C@@H](O)[C@H](O)[C@H](O)CO mannose e-phosphate